3-chloro-5-(3-fluoro-4-(5-methyl-3-(trifluoromethyl)-1H-pyrazol-1-yl)benzyl)pyrrolo[1,2-f]pteridin-6(5H)-one ClC1=NC=2N(C(C=3N(C2C=N1)C=CC3)=O)CC3=CC(=C(C=C3)N3N=C(C=C3C)C(F)(F)F)F